4-methyl-2-[2-oxo-7-((3-sulfopropyl)amino)-2H-chromen-3-yl]Thiazole-5-Formic acid CC=1N=C(SC1C(=O)O)C=1C(OC2=CC(=CC=C2C1)NCCCS(=O)(=O)O)=O